ethyl 6-methyl-5-(2-(pyridin-2-yl)pyrazolo[5,1-b]thiazole-7-carboxamido)nicotinate CC1=NC=C(C(=O)OCC)C=C1NC(=O)C=1C=NN2C1SC(=C2)C2=NC=CC=C2